4'-(1-prop-2-enoyl-3,6-dihydro-2H-pyridin-5-yl)spiro[1,3-dioxolane-2,6'-5,7,8,9-tetrahydrocarbazole]-1'-carboxamide C(C=C)(=O)N1CCC=C(C1)C1=CC=C(C=2NC=3CCC4(CC3C12)OCCO4)C(=O)N